methyl 2-[(8R)-5-benzyl-5-azaspiro[3.5]nonan-8-yl]-8-fluoro-3,4-dihydro-1H-isoquinoline-6-carboxylate C(C1=CC=CC=C1)N1C2(CCC2)C[C@@H](CC1)N1CC2=C(C=C(C=C2CC1)C(=O)OC)F